FC1=CC(=C(C=C1)N1CN(C(C2=CC=C(C=C12)C#N)=O)C=1C=NC(=CC1)OC)C 1-(4-fluoro-2-methylphenyl)-3-(6-methoxypyridin-3-yl)-4-oxo-1,2,3,4-tetrahydroquinazoline-7-carbonitrile